(1R)-2,2-difluoro-N-(3-{6-[(1S)-1-hydroxypropyl]-4-methylpyridin-3-yl}-1-methyl-2-oxo-1,6-naphthyridin-7-yl)cyclopropane-1-carboxamide FC1([C@H](C1)C(=O)NC1=NC=C2C=C(C(N(C2=C1)C)=O)C=1C=NC(=CC1C)[C@H](CC)O)F